(S)-(2-(6-(2-ethyl-4-hydroxyphenyl)-1H-indazol-3-yl)-5-isopropyl-4,5,6,7-tetrahydro-3H-imidazo[4,5-c]pyridin-6-yl)(4-methyl-1,4-diazepan-1-yl)methanone 4,7-dioxodecanoate O=C(CCC(=O)O)CCC(CCC)=O.C(C)C1=C(C=CC(=C1)O)C1=CC=C2C(=NNC2=C1)C1=NC2=C(CN([C@@H](C2)C(=O)N2CCN(CCC2)C)C(C)C)N1